3-[3-[[Ethyl(methyl)sulfamoyl]amino]-2,6-difluoro-benzoyl]-5-[2-(4-oxo-1-piperidyl)pyrimidin-5-yl]-1H-pyrrolo[2,3-b]pyridine C(C)N(S(=O)(=O)NC=1C(=C(C(=O)C2=CNC3=NC=C(C=C32)C=3C=NC(=NC3)N3CCC(CC3)=O)C(=CC1)F)F)C